(S)-1'-(8-((2-amino-3-chloropyridin-4-yl)thio)imidazo[1,2-c]pyrimidin-5-yl)-5,7-dihydrospiro[cyclopenta[c]pyridine-6,4'-piperidine]-5-amine NC1=NC=CC(=C1Cl)SC=1C=2N(C(=NC1)N1CCC3(CC1)[C@@H](C1=C(C=NC=C1)C3)N)C=CN2